ClC1=C(C(=CC=C1Cl)F)C1(CN(CC1)C(=O)OC(C)(C)C)NC=1C=C2C(NC=NC2=C(C1)F)=O tert-butyl 3-(2,3-dichloro-6-fluorophenyl)-3-[(8-fluoro-4-oxo-3H-quinazolin-6-yl)amino]pyrrolidine-1-carboxylate